methyl-2-((3-(isoquinolin-4-yl)-2,4-dioxo-6-(trifluoromethyl)-3,4-dihydroquinazolin-1(2H)-yl)methyl)acrylate COC(C(=C)CN1C(N(C(C2=CC(=CC=C12)C(F)(F)F)=O)C1=CN=CC2=CC=CC=C12)=O)=O